C=1(C(=CC=CC1)C(SCCCC)=O)C(SCCCC)=O 1,2-benzenedicarbothioic acid, S,S-dibutyl ester